OC1=C(\C=N\N(C2=CC=C(C=C2)NC(C(=C)C)=O)C=O)C=CC=C1 (E)-N-(4-(2-(2-hydroxybenzylidene)-formyl-hydrazino)phenyl)methacrylamide